C1(CC1)C1=NC=NC(=C1C=1N=C(C2=C(N1)CCCCC2=O)SC)OC 2-(4-cyclopropyl-6-methoxypyrimidin-5-yl)-4-(methylthio)-6,7,8,9-tetrahydro-5H-cyclohepta[d]pyrimidin-5-one